(6-cyclopropyl-8-(4-methylpiperazin-1-yl)imidazo[1,2-b]pyridazin-2-yl)methylamine C1(CC1)C=1C=C(C=2N(N1)C=C(N2)CN)N2CCN(CC2)C